1-((cis)-3-(imidazo[4,5-d]pyrrolo[2,3-b]pyridin-1(6H)-yl)cyclobutyl)-N-methylmethanesulfonamide N1(C=NC=2C1=C1C(=NC2)NC=C1)[C@H]1C[C@H](C1)CS(=O)(=O)NC